O=C1NC(CCC1N1C(C2=CC=CC(=C2C1)NCCCCCC(=O)NCCC(=O)O)=O)=O 3-(6-((2-(2,6-dioxopiperidin-3-yl)-1-oxoisoindolin-4-yl)amino)hexanoylamino)propionic acid